C(C=C)(=O)N1C[C@@H](N(CC1)C=1C2=C(N(C(N1)=O)C=1C(=NC=CC1C(C)C)S(=O)(=O)C)N=C(C(=C2)F)C2=C(C(=CC=C2)F)Cl)C (S)-4-(4-acryloyl-2-methylpiperazin-1-yl)-7-(2-chloro-3-fluorophenyl)-6-fluoro-1-(4-isopropyl-2-(methylsulfonyl)pyridin-3-yl)pyridino[2,3-d]pyrimidin-2(1H)-one